ClC1=CC=2N(C=C1)N=C(C2C2=CC=C(C=C2)F)NC(C[C@@](C)(C2=CC=CC=C2)O)=O (S)-N-(5-chloro-3-(4-fluorophenyl)pyrazolo[1,5-a]pyridin-2-yl)-3-hydroxy-3-phenylbutanamide